cyclopropyl(5-fluoro-2-methoxy-4-(((6-(piperidin-4-yl)pyridin-2-yl)oxy)methyl)phenyl)methanone C1(CC1)C(=O)C1=C(C=C(C(=C1)F)COC1=NC(=CC=C1)C1CCNCC1)OC